5-[4-(2-Cyclobutoxy-pyridin-3-yl)-phenyl]-5,5-difluoro-pentanoic acid C1(CCC1)OC1=NC=CC=C1C1=CC=C(C=C1)C(CCCC(=O)O)(F)F